tri-potassium lithium diphosphate [O-]P([O-])(=O)OP(=O)([O-])[O-].[Li+].[K+].[K+].[K+]